((2S,3S,4S)-5-chloro-6-fluoro-3-methyl-2-((methylamino)methyl)-2-phenyl-2,3-dihydrobenzofuran-4-yl)-3-fluoro-4-(2-hydroxyethoxy)benzamide ClC=1C(=CC2=C([C@@H]([C@](O2)(C2=CC=CC=C2)CNC)C)C1C1=C(C(=O)N)C=CC(=C1F)OCCO)F